racemic-2-(methoxymethyl)oxirane COC[C@@H]1OC1 |r|